Cl.ClC1=C(C=C(C=C1)C#N)C=1C=C2C(=NNC2=CC1)NC(=O)C1CNC(CC1)(C)C N-[5-(2-chloro-5-cyanophenyl)-1H-indazol-3-yl]-6,6-dimethylpiperidin-3-carboxamide hydrochloride